1'-(3-(difluoromethoxy)phenyl)-2'-oxospiro[cyclobutane-1,3'-indoline]-5'-formic acid FC(OC=1C=C(C=CC1)N1C(C2(C3=CC(=CC=C13)C(=O)O)CCC2)=O)F